7-(2-hydroxyethoxy)-4-propyl-8-(1,2,3,4-tetrahydroquinoline-1-carbonyl)-2H-chromen-2-one OCCOC1=CC=C2C(=CC(OC2=C1C(=O)N1CCCC2=CC=CC=C12)=O)CCC